5-({2-[4-{5-chloro-2-[5-(trifluoromethyl)-1,3,4-thiadiazol-2-yl]phenyl}-5-methoxy-2-oxopyridin-1(2H)-yl]butyryl}amino)-N-methylpyridine-2-carboxamide ClC=1C=CC(=C(C1)C1=CC(N(C=C1OC)C(C(=O)NC=1C=CC(=NC1)C(=O)NC)CC)=O)C=1SC(=NN1)C(F)(F)F